The molecule is a member of the class of isothiocyanates in which the substituent attached to nitrogen is specified as 3,4,5-trimethoxybenzyl. It has a role as an EC 3.1.3.16 (phosphoprotein phosphatase) inhibitor. It is an isothiocyanate and a member of methoxybenzenes. COC1=CC(=CC(=C1OC)OC)CN=C=S